C1(=CC=CC=C1)S(=O)(=O)O.NCCOCC=1NC(=C(C(C1C(=O)OCC)C1=C(C=CC=C1)Cl)C(=O)OC)C 2-[(2-aminoethoxy)methyl]-4-(2-chlorophenyl)-3-ethoxycarbonyl-5-methoxycarbonyl-6-methyl-1,4-dihydropyridine benzenesulfonate